propyl 1-[[4-[5-(trifluoromethyl)-1,2,4-oxadiazol-3-yl]phenyl]methyl]pyrazole-4-carboxylate FC(C1=NC(=NO1)C1=CC=C(C=C1)CN1N=CC(=C1)C(=O)OCCC)(F)F